(R)-8-(3-chloro-4-methylphenyl)-9-oxooctahydro-2H-pyrazino[1,2-a]pyrazine-2-carbonitrile ClC=1C=C(C=CC1C)N1C([C@@H]2N(CCN(C2)C#N)CC1)=O